N-cyclopropyl-8-fluoro-7-(7-fluoro-3-(methoxymethoxy)-8-((triisopropyl-silyl)ethynyl)naphthalen-1-yl)-N-methyl-2-(methylsulfinyl)pyrido[4,3-d]pyrimidin-5-amine C1(CC1)N(C1=NC(=C(C=2N=C(N=CC21)S(=O)C)F)C2=CC(=CC1=CC=C(C(=C21)C#C[Si](C(C)C)(C(C)C)C(C)C)F)OCOC)C